CC1(CN(CC1)C=1C=2N(C=C(N1)C=1C=NN(C1)C)N=CC2)CN (3-methyl-1-(6-(1-methyl-1H-pyrazol-4-yl)pyrazolo[1,5-a]pyrazin-4-yl)pyrrolidin-3-yl)methylamine